2-chloro-N-((1R,2R,4S)-7-cyano-7-azabicyclo[2.2.1]heptan-2-yl)-4-(6-(methoxymethyl)-2-pyridinyl)benzamide ClC1=C(C(=O)N[C@H]2[C@H]3CC[C@@H](C2)N3C#N)C=CC(=C1)C1=NC(=CC=C1)COC